2-bromo-1-[4-(methoxymethoxy)phenyl]ethan-1-one BrCC(=O)C1=CC=C(C=C1)OCOC